5-bromo-3-((4-chlorophenylimino)meth-yl)-2-hydroxyphenyl 4-methylbenzoate CC1=CC=C(C(=O)OC2=C(C(=CC(=C2)Br)C=NC2=CC=C(C=C2)Cl)O)C=C1